(6-fluoro-1-(4-(morpholinomethyl)phenyl)-5,5-dioxo-1,4-dihydrothiochromeno[4,3-c]pyrazol-3-yl)(5-(hydroxymethyl)-2-methylmorpholino)methanone FC1=CC=CC2=C1S(CC1=C2N(N=C1C(=O)N1CC(OCC1CO)C)C1=CC=C(C=C1)CN1CCOCC1)(=O)=O